OC1=CC=C(C=C1)C1(C2=CC=C(C=C2C=2C=C(C=CC12)C=1C2=CC=CC=C2C=2C=CC=CC2C1)C=1C2=CC=CC=C2C=2C=CC=CC2C1)C1=CC=C(C=C1)O 9,9-bis(4-hydroxyphenyl)-3,6-di(9-phenanthryl)fluorene